N1(C=NC=C1)C=1N=C(C2=C(N1)C=NN2)C(=O)O 5-(1H-imidazol-1-yl)-1H-pyrazolo[4,3-d]pyrimidine-7-carboxylic acid